C(C)N(C(=O)NC(C(=O)O)CCN(CCCCC1=NC=2NCCCC2C=C1)CCCOC1=CC=CC=C1)CC 2-(diethylcarbamoylamino)-4-[3-phenoxypropyl-[4-(5,6,7,8-tetrahydro-1,8-naphthyridin-2-yl)butyl]amino]butanoic acid